methyl 2-((3-chloro-1-(2,6-difluorophenyl)-1,2-dihydro-6-methyl-2-oxopyridin-4-yloxy) methyl)-5-fluorobenzylcarbamate ClC=1C(N(C(=CC1OCC1=C(CNC(OC)=O)C=C(C=C1)F)C)C1=C(C=CC=C1F)F)=O